alpha-(2-chlorophenyl)acetic acid methyl ester hydrochloride Cl.COC(CC1=C(C=CC=C1)Cl)=O